[S-]CC.[Na+] sodium thioethoxide